2-(5-bromo-6-methylnicotinamido)benzo[d]thiazole-6-carboxylic acid BrC=1C(=NC=C(C(=O)NC=2SC3=C(N2)C=CC(=C3)C(=O)O)C1)C